C(C1=CC=CC=C1)N1C(=NC2=C1C=CC(=C2)F)CN2C=NC=C(C2=O)NC([C@@H](CC\C=C\C(=O)N(C)C)CN(C([O-])=O)C)=O (S,E)-1-((1-((1-Benzyl-5-fluoro-1H-benzo[d]imidazol-2-yl)methyl)-6-oxo-1,6-dihydropyrimidin-5-yl)amino)-7-(dimethylamino)-1,7-dioxohept-5-en-2-yl-dimethylcarbamat